9,9-dimethyl-9H-9-silafluorene C[Si]1(C2=CC=CC=C2C=2C=CC=CC12)C